6-(4-Chlorophenyl)-4,5,6,7-tetrahydrobenzo[d]thiazol-2-amine ClC1=CC=C(C=C1)C1CC2=C(N=C(S2)N)CC1